2-(piperidin-4-yloxy)ethan-1-ol N1CCC(CC1)OCCO